ethyl (R)-2-methylene-5-oxotetrahydro-1H-pyrrolizine-7a(5H)-carboxylate C=C1C[C@]2(CCC(N2C1)=O)C(=O)OCC